ClC1=CC2=C(C(=N1)N1C[C@@H](O[C@@H](C1)C)C)COC2 6-chloro-4-((cis)-2,6-dimethylmorpholino)-1,3-dihydrofuro[3,4-c]pyridine